[3-[2-(Trimethylazaniumyl)ethyl]-1H-indol-4-yl] hydrogen phosphate P(=O)(OC1=C2C(=CNC2=CC=C1)CC[N+](C)(C)C)(O)[O-]